COC=1C=2N(C=C(C1)NC(=O)C=1C=CC(=C3C=CN=NC13)N1CCN(CC1)C(=O)OC(C)(C)C)C=C(N2)C tert-butyl 4-[8-({8-methoxy-2-methylimidazo[1,2-a]pyridin-6-yl}carbamoyl)cinnolin-5-yl]piperazine-1-carboxylate